(cyclobutylmethylene)-2-methylpropane-2-sulfinamide C1(CCC1)C=CC(C)(S(=O)N)C